C(C)=NCCC[Si](OC)(OC)CC N-ethylidene-3-(ethyldimethoxysilyl)-1-propylamine